O1CC(C1)C1=CC(=NO1)C(=O)NC1C[C@H]2CC[C@@H](C1)N2S(=O)(=O)CC2C[C@@H]1[C@@H](CN(C1)CCCC(F)(F)F)C2 5-(oxetan-3-yl)-N-((1R,3R,5S)-8-((((3aR,5s,6aS)-2-(4,4,4-Trifluorobutyl)octahydrocyclopenta[c]pyrrol-5-yl)methyl)sulfonyl)-8-azabicyclo[3.2.1]octan-3-yl)isoxazole-3-carboxamide